NC1=NC(=CC2=C1N=C(N2C)CCCO)N(CC2=CC(=CC=C2)C)C 3-(4-amino-1-methyl-6-(methyl-(3-methylbenzyl)amino)-1H-imidazo[4,5-c]pyridin-2-yl)propan-1-ol